C(C(CCCCCCCCCCCC(=O)O)CCCCCCCCCCC(=O)O)CCCCCCCCCCC(=O)O.ClCCC(=O)C1CC(CC=C1)Cl 3-chloro-1-(3-chloro-2,4-dihydro-phenyl)propan-1-one propane-1,2,3-triyl-tris(undecanoate)